[N]1CCS(CC1)(=O)=O 4λ2-thiomorpholine 1,1-dioxide